BrCC1=CC=C(C=C1)C1=CC=C(C=C1)CC1=CC=C(C=C1)N1N=C(N=C1C)C(=O)N 1-(4-((4'-(bromomethyl)-[1,1'-biphenyl]-4-yl)methyl)phenyl)-5-methyl-1H-1,2,4-triazole-3-carboxamide